dimethyldodecyl-[2-propyl]ammonium chloride [Cl-].C[N+](C(C)C)(CCCCCCCCCCCC)C